COC1=CC=2N(C=C1)C(=CN2)C2=C(C=C(C=C2)NC(=O)C=2OC(=CC2)[N+](=O)[O-])C(F)(F)F N-(4-(7-methoxyimidazo[1,2-a]pyridin-3-yl)-3-(trifluoromethyl)phenyl)-5-nitrofuran-2-carboxamide